(1-Methyl-1H-pyrazol-3-yl)methyl(1-((3-chloro-4-fluorophenyl)carbamoyl)-2-methyl-4,5,6,7-tetrahydro-2H-isoindol-4-yl)carbamate CN1N=C(C=C1)OC(N(C1C2=CN(C(=C2CCC1)C(NC1=CC(=C(C=C1)F)Cl)=O)C)C)=O